ClC1=C(C(=NC=2CN3[C@@H](COC21)CN(CC3)C(C=C)=O)OC([2H])([2H])[2H])C3=C(C=CC=C3O)Cl 1-[(6aR)-4-Chloro-3-(2-chloro-6-hydroxyphenyl)-2-[(2H3)methyloxy]-6a,7,9,10-tetrahydro-12H-pyrazino[2,1-c]pyrido[2,3-f][1,4]oxazepin-8(6H)-yl]prop-2-en-1-on